C1([C@H](O)[C@@H](O)[C@H](O)[C@H](O1)CO)C1(O)[C@H](N)[C@@H](O)[C@H](O)[C@H](O1)CO Glucosyl-Glucosamine